FC(C=1C(=C(C=CC1)[C@@H](C)NC=1C2=C(N=C(N1)C)N=C(C(=C2)C2CCS(CC2)(=O)=O)OC)F)F (R)-4-(4-((1-(3-(difluoromethyl)-2-fluorophenyl)ethyl)amino)-7-methoxy-2-methylpyrido[2,3-d]pyrimidin-6-yl)tetrahydro-2H-thiopyran 1,1-dioxide